C1(=C(C=CC=C1)C=1C=C2CN(CC2=CC1)C(=O)N)C 5-(o-tolyl)isoindoline-2-carboxamide